2-trinitroethane C(C([N+](=O)[O-])[N+](=O)[O-])[N+](=O)[O-]